4-(methylsulfonyl)-5-nitroquinolin-8-ol CS(=O)(=O)C1=CC=NC2=C(C=CC(=C12)[N+](=O)[O-])O